ClCC(=O)NC=1SC=CN1 2-chloro-N-(thiazole-2-yl)acetamide